BrCCCO[Si](C)(C)C(C)(C)C (3-bromopropyloxy)-t-butyldimethylsilane